ClC1=C(OC[C@@H](CS(=O)(=O)CC)O)C(=CC(=C1)S(=O)(=O)C1=CC=C(C=C1)OCCCCl)Cl (S)-1-(2,6-dichloro-4-((4-(3-chloropropoxy)phenyl)sulfonyl)phenoxy)-3-(ethylsulfonyl)propan-2-ol